3-(3-formyl-4-methylphenyl)-2,2-dimethylpropanoic acid C(=O)C=1C=C(C=CC1C)CC(C(=O)O)(C)C